(2s,4s)-2-(4-(4-methoxyphenyl)piperidine-1-carbonyl)-7-oxa-5-azaspiro[3.4]octan-6-one COC1=CC=C(C=C1)C1CCN(CC1)C(=O)C1CC2(C1)NC(OC2)=O